4-chloro-N-pivaloyl-aniline ClC1=CC=C(NC(C(C)(C)C)=O)C=C1